5-chloro-7-{[(furan-2-yl)methyl]amino}thieno[3,2-b]pyridine-3-carbonitrile ClC1=CC(=C2C(=N1)C(=CS2)C#N)NCC=2OC=CC2